C(O)([O-])=O.[PH4+] phosphonium hydrogencarbonate